3-methyl-4-(4-(methylamino)-5-(trifluoromethyl)pyrimidin-2-ylamino)-1H-pyrazol-1-propanenitrile CC1=NN(C=C1NC1=NC=C(C(=N1)NC)C(F)(F)F)CCC#N